N-((2-((4-(5-(pyrrolidin-1-yl)pyridin-3-yl)-1H-1,2,3-triazol-1-yl)methyl)imidazo[1,2-a]pyridin-6-yl)methyl)methylamine N1(CCCC1)C=1C=C(C=NC1)C=1N=NN(C1)CC=1N=C2N(C=C(C=C2)CNC)C1